N1CC2(C=3C1=NC=C(C3)C3=NNC1=CC=C(C=C31)C#N)CC2 3-(1',2'-Dihydrospiro[cyclopropane-1,3'-pyrrolo[2,3-b]pyridin]-5'-yl)-1H-indazole-5-carbonitrile